COC(C(C(C(F)(F)F)(F)F)(F)F)(F)F 4-methoxy-1,1,1,2,2,3,3,4,4-nona-fluorobutan